O1CCN(CC1)CCN=C=N 2-morpholinoethyl-carbodiimide